methyl 5-chloro-2-((3,4-difluoro-2-formylphenyl)amino)-4-(trifluoromethyl)benzoate ClC=1C(=CC(=C(C(=O)OC)C1)NC1=C(C(=C(C=C1)F)F)C=O)C(F)(F)F